(P)-3-chloro-4-((3-fluoropyridin-2-yl)methoxy)-6''-(2-hydroxypropan-2-yl)-5',6-dimethyl-2H-[1,4':2',2''-terpyridin]-2-one ClC=1C(N(C(=CC1OCC1=NC=CC=C1F)C)C1=CC(=NC=C1C)C1=NC(=CC=C1)C(C)(C)O)=O